1-[(1S)-1-(2-pyrimidin-2-yl-1,2,4-triazol-3-yl)ethyl]-3-[2-(trifluoromethyl)phenyl]urea N1=C(N=CC=C1)N1N=CN=C1[C@H](C)NC(=O)NC1=C(C=CC=C1)C(F)(F)F